ClC1=CC=CC=2NC(CNCC21)CCC2CCCC2 6-chloro-2-(2-cyclopentylethyl)-2,3,4,5-tetrahydro-1H-benzo[e][1,4]diazepine